(1r,4r)-4-(3-Chloroanilino)-2'-{3-[(pyrimidin-5-yl)oxy]propyl}-2',3'-dihydrospiro[cyclohexane-1,1'-indene]-4-carboxylic acid methyl ester COC(=O)C1(CCC2(C(CC3=CC=CC=C23)CCCOC=2C=NC=NC2)CC1)NC1=CC(=CC=C1)Cl